C(CCCCCCCCCCC)(=O)CCO lauroylmonoethanol